NC1=CC=C(C=N1)OC1=CC=C(C=C1)NC(=O)NC1=CC=CC=C1 1-(4-((6-aminopyridin-3-yl)oxy)phenyl)-3-phenylurea